C(C)C(COC=1C=C(OCCN(CCO)CCCCCCCCCCCCCCCCCC)C=C(C1)CCCCCCCCCCCCCCC)CCCC 2-((2-(3-((2-ethylhexyl)oxy)-5-pentadecylphenoxy)ethyl)(octadecyl)amino)ethanol